ClC1=CC=C(C=N1)NC1=NC=CC2=CC(=CC=C12)OC[C@]1(COCC1)F (S)-N-(6-chloropyridin-3-yl)-6-((3-fluorotetrahydrofuran-3-yl)methoxy)isoquinolin-1-amine